(S)-(4-(4-(difluoromethyl)pyrazolo[1,5-a]pyridin-2-yl)-1,4,6,7-tetrahydro-5H-imidazo[4,5-c]pyridin-5-yl)(2-(pyrazin-2-yl)oxazol-5-yl)methanone FC(C=1C=2N(C=CC1)N=C(C2)[C@H]2N(CCC1=C2N=CN1)C(=O)C1=CN=C(O1)C1=NC=CN=C1)F